NCC=1C=C(C=CC1)C=1C=C(C2=C(C(=CO2)COC2=C(C=CC=C2)CC(=O)OCC)C1)C=1C=NC=CC1 ethyl 2-(2-((5-(3-(aminomethyl)phenyl)-7-(pyridin-3-yl)benzofuran-3-yl)methoxy) phenyl)acetate